6-bromo-N'-(2-chloro-4-hydroxy-phenyl)-4-[[1-(6-cyanopyridazin-3-yl)-3,3-dimethyl-4-piperidyl]amino]pyrrolo[1,2-b]pyridazine-3-carboxamidine BrC=1C=C2N(N=CC(=C2NC2C(CN(CC2)C=2N=NC(=CC2)C#N)(C)C)C(=NC2=C(C=C(C=C2)O)Cl)N)C1